2-(2,6-dioxopiperidin-3-yl)-5-(methyl((1S,6R)-6-(methylamino)cyclohex-3-en-1-yl)amino)isoindoline-1,3-dione O=C1NC(CCC1N1C(C2=CC=C(C=C2C1=O)N([C@H]1CC=CC[C@H]1NC)C)=O)=O